C(=CCCCCCCCCCCCCCCCC)N1C(=C(C(C2=C(C=C(C=C12)OC1OCCCC1)OC1OCCCC1)=O)OC1OCCCC1)C1=CC(=C(C=C1)OC1OCCCC1)OC1OCCCC1 N-octadecenyl-2-(3,4-ditetrahydropyranoxyphenyl)-3,5,7-tri-tetrahydropyranyloxy-quinolin-4-one